CC1=NN=C2N1C=C(C=C2)C2=CNC=1N=C(N=CC12)NC1C[C@@H]2[C@@H](CN(C2)C(C)=O)C1 1-((3aR,5r,6aS)-5-((5-(3-methyl-[1,2,4]triazolo[4,3-a]pyridin-6-yl)-7H-pyrrolo[2,3-d]pyrimidin-2-yl)amino)hexahydrocyclopenta[c]pyrrol-2(1H)-yl)ethan-1-one